4,4'-bis(N,N'-dimethylamino)-benzophenone CN(C)C1=CC=C(C(=O)C2=CC=C(C=C2)N(C)C)C=C1